5-[5-(2-chloropyridine-4-yl)-5-(trifluoromethyl)-4,5-dihydro-1,2-oxazol-3-yl]-2-(1H-1,2,4-triazol-1-yl)benzonitrile ClC1=NC=CC(=C1)C1(CC(=NO1)C=1C=CC(=C(C#N)C1)N1N=CN=C1)C(F)(F)F